(2R,4R)-6-chloro-N-{3-[5-(4-chlorophenyl)-1,3-oxazol-2-yl]bicyclo[1.1.1]pentan-1-yl}-4-hydroxy-3,4-dihydro-2H-1-benzopyran-2-carboxamide ClC=1C=CC2=C([C@@H](C[C@@H](O2)C(=O)NC23CC(C2)(C3)C=3OC(=CN3)C3=CC=C(C=C3)Cl)O)C1